C1(=C(C(=C2C(=CC3=CC=CC4=CC=C1C2=C34)C(=O)[O-])C(=O)[O-])C(=O)[O-])C(=O)[O-] pyrenetetracarboxylate